2-[[(3R-1-Ethyl-3-piperidyl)amino]oxazolo[4,5-b]pyridin-5-yl]-3-fluoro-5-(trifluoromethyl)phenol C(C)[C@@]1(CNCCC1)NC=1OC=2C(=NC(=CC2)C2=C(C=C(C=C2F)C(F)(F)F)O)N1